FC(C1=CC=C(C=C1)C1=NN(C=2C1=NC=CC2)C2CN(CC2)C(C=C)=O)(F)F 1-(3-(3-(4-(trifluoromethyl)phenyl)-1H-pyrazolo[4,3-b]pyridin-1-yl)pyrrolidin-1-yl)prop-2-en-1-one